phenyl-diisopropylphosphine C1(=CC=CC=C1)P(C(C)C)C(C)C